CN[C@@H](C(C(=O)O)O)C(=O)O methyl-3-hydroxy-L-aspartic acid